(1aS,2R,3S,1S,1aR)-8-hydroxy-2,11-dimethyl-7,9-dioxo-N-(2,4,6-trifluorobenzyl)-1a,2,7,9,11,11a-hexahydro-1H-3,10-methanocyclopropa[g]pyrido[1,2-b][1,2,5]triazonine-6-carboxamide OC=1C(C(=CN2N3[C@@H]([C@@H]4C(C(N(C(C21)=O)C3)C)C4)C)C(=O)NCC4=C(C=C(C=C4F)F)F)=O